C[C@H]1CNC=2C=C3C=CN(C3=NC2C1=O)COCC[Si](C)(C)C (12S)-12-methyl-4-[[2-(trimethylsilyl)ethoxy]methyl]-13-oxo-2,4,10-triazatricyclo[7.4.0.0[3,7]]tridec-1(9),2,5,7-tetraene